Cl.COC([C@H](C(C)(C)O)N)=O (S)-2-amino-3-hydroxy-3-methylbutyric acid methyl ester hydrochloride